2-[(6-((2,2-difluoroethyl)(methyl)amino)-1,3-benzodioxol-5-yl)sulfanyl]-N,N-bis[(4-methoxyphenyl)methyl]-1H-imidazo[4,5-c]pyridin-4-amine FC(CN(C=1C(=CC2=C(OCO2)C1)SC=1NC2=C(C(=NC=C2)N(CC2=CC=C(C=C2)OC)CC2=CC=C(C=C2)OC)N1)C)F